S1C=NC2=C1C=CC(=C2)NC2=CC=NC1=CC=C(C=C21)C2=C(C=C(C(=O)NC(CO)CO)C=C2)F 4-(4-(benzo[d]thiazol-5-ylamino)quinolin-6-yl)-N-(1,3-dihydroxypropan-2-yl)-3-fluorobenzamide